2-(3-aminoquinolin-2-yl)propan-2-ol 2,5-dioxopyrrolidin-1-yl-2-(1H-indol-5-yl)acetate O=C1N(C(CC1)=O)C(C(=O)OC(C)(C)C1=NC2=CC=CC=C2C=C1N)C=1C=C2C=CNC2=CC1